3-(5-Chloro-1-methyl-2-oxo-1,2-dihydro-1,6-naphthyridin-3-yl)-3-methoxypyrrolidine-1-carboxylate ClC1=C2C=C(C(N(C2=CC=N1)C)=O)C1(CN(CC1)C(=O)[O-])OC